ethyl 8-bromo-6-methylimidazo[1,2-a]pyridine-2-carboxylate BrC=1C=2N(C=C(C1)C)C=C(N2)C(=O)OCC